[Si](C1=CC=CC=C1)(C1=CC=CC=C1)(C(C)(C)C)OCC1(CC1)C#N (((tert-butyldiphenylsilyl)oxy)methyl)cyclopropanecarbonitrile